1-((dimethylamino)(dimethyliminio)methyl)-1H-[1,2,3]triazolo[4,5-b]pyridine CN(C)C(N1N=NC2=NC=CC=C21)=[N+](C)C